OCCCCCCCC\C=C/CCCCCCCC(=O)C(O)(C[N+](C)(C)C)CC([O-])=O Hydroxyoleoylcarnitine